C(C)OC=1C=CC(=NC1)C(=O)NC1CC(C1)C1=NN=C(N1C1=C(C=CC=C1)F)C1=NC=C(C=C1)OCC 5-ethoxy-N-((1S,3r)-3-(5-(5-ethoxypyridin-2-yl)-4-(2-fluorophenyl)-4H-1,2,4-triazol-3-yl)cyclobutyl)pyridineamide